(R and S)-(3-chlorophenyl)(4-(trifluoromethoxy)phenyl)methylamine ClC=1C=C(C=CC1)NCC1=CC=C(C=C1)OC(F)(F)F